2-(2-(3-bromo-5-nitrophenyl)hydrazono)propionic acid ethyl ester C(C)OC(C(C)=NNC1=CC(=CC(=C1)[N+](=O)[O-])Br)=O